COC=1C=C(OC2=C(C=CC=C2)NC(CNC(OC(C)(C)C)=O)=O)C=CC1 tert-butyl (2-((2-(3-methoxyphenoxy)phenyl)amino)-2-oxoethyl)carbamate